(3s,6r)-methyl 6-methylpiperidine-3-carboxylate C[C@@H]1CC[C@@H](CN1)C(=O)OC